(2R,3R,4S)-2-(6-chloro-2-(hex-1-yn-1-yl)-8-(pyridin-2-yl)-9H-purin-9-yl)tetrahydrothiophene-3,4-diyl diacetate C(C)(=O)O[C@H]1[C@@H](SC[C@H]1OC(C)=O)N1C2=NC(=NC(=C2N=C1C1=NC=CC=C1)Cl)C#CCCCC